2-[(2-methylbenzoyl)amino]-N-(2-morpholin-4-ylethyl)benzamide CC1=C(C(=O)NC2=C(C(=O)NCCN3CCOCC3)C=CC=C2)C=CC=C1